CC=1OC(=CC1C(=O)NC1=NC(=NS1)CC(C)N1CCN(CC1)C)C1=CC(=CC=C1)OC 2-Methyl-5-(3-methoxyphenyl)-N-(3-(2-(4-methylpiperazin-1-yl)propyl)-1,2,4-thiadiazole-5-yl)furan-3-carboxamide